(R)-1-amino-3-(benzyloxy)propan-2-ol NC[C@H](COCC1=CC=CC=C1)O